4-({bicyclo[2.2.2]oct-5-en-2-yl}methoxy)-2-methylbenzaldehyde C12C(CC(C=C1)CC2)COC2=CC(=C(C=O)C=C2)C